3-(3-chloro-4-(6-(1-methylcyclopropoxy)-9-(3-(trifluoromethyl)benzyl)-9H-purin-8-yl)phenoxy)propanoic acid ClC=1C=C(OCCC(=O)O)C=CC1C=1N(C2=NC=NC(=C2N1)OC1(CC1)C)CC1=CC(=CC=C1)C(F)(F)F